BrC1=C(C=CC=C1)SNC(=O)C1=CC2=CC=CC=C2C=C1 N-(2-bromophenyl)thionaphthalene-2-formamide